OC1CN(CC1)C1=C2CCN(C2=CC=C1)C(=O)OC(C)(C)C tert-butyl 4-(3-hydroxypyrrolidin-1-yl)indoline-1-carboxylate